C(C)C=1C=NC(=NC1)N1CC(C1)OC=1C=C(C=CC1OC)[C@H]1[C@](CN(C1)C([C@H](CO)O)=O)(C)[C@@H](C)O (S)-1-((3S,4S)-4-(3-((1-(5-ethylpyrimidin-2-yl)azetidin-3-yl)oxy)-4-methoxyphenyl)-3-((R)-1-hydroxyethyl)-3-methylpyrrolidin-1-yl)-2,3-dihydroxypropan-1-one